N1(C=NC=C1)C=1C=C2C=CNC2=C(C1)C(=O)NC1CCC(CC1)OC 5-(1H-imidazol-1-yl)-N-((1r,4r)-4-methoxycyclohexyl)-1H-indole-7-carboxamide